1,4-dioxa-7,9-diphenyl-8-[2,6-bis(2,4,6-trimethoxyphenyl)phenyl]-8-phosphaspiro[4.5]Decane C1(=CC=CC=C1)C1CC2(OCCO2)CC(P1C1=C(C=CC=C1C1=C(C=C(C=C1OC)OC)OC)C1=C(C=C(C=C1OC)OC)OC)C1=CC=CC=C1